C1(CCCCC1)C1=C(C(=C(C=C1)O)C=O)C1CCCCC1 dicyclohexyl-formylphenol